7,9-dimethyl-N-[(2-methylpyrimidin-5-yl)methyl]pyrido[3',2':4,5]thieno[3,2-d]pyrimidin-4-amine CC=1C=C(C2=C(SC3=C2N=CN=C3NCC=3C=NC(=NC3)C)N1)C